methyl 4-{4-amino-7-methyl-7H-pyrrolo[2,3-d]pyrimidin-5-yl}benzoate NC=1C2=C(N=CN1)N(C=C2C2=CC=C(C(=O)OC)C=C2)C